ClC1=C(C2=C(OCOC2)C=C1)CCCN1CCC(CC1)CC1=CC(=CC=C1)OC 1-(3-(6-chlorobenzo[d][1,3]dioxan-5-yl)propyl)-4-(3-methoxybenzyl)piperidine